C1(=CC=CC2=CC3=CC=CC=C3C=C12)[2H] anthracene-d1